2-[1-[(2R)-2-[2-(methoxymethyl)phenyl]-2-(oxacyclohex-4-yloxy)ethyl]-5-methyl-6-(1,3-oxazol-2-yl)-2,4-dioxo-1H,2H,3H,4H-thieno[2,3-d]pyrimidin-3-yl]-2-methylpropionic acid COCC1=C(C=CC=C1)[C@H](CN1C(N(C(C2=C1SC(=C2C)C=2OC=CN2)=O)C(C(=O)O)(C)C)=O)OC2CCOCC2